(S)-N-(2-amino-1-(3-chloro-5-fluorophenyl)ethyl)-1-(5-methyl-2-((tetrahydro-2H-pyran-4-yl)amino)-pyrimidin-4-yl)-1H-imidazole-4-carboxamide benzenesulfonic acid salt C1(=CC=CC=C1)S(=O)(=O)O.NC[C@H](C1=CC(=CC(=C1)F)Cl)NC(=O)C=1N=CN(C1)C1=NC(=NC=C1C)NC1CCOCC1